O=C1NC(COC1)=O 3,5-dioxomorpholine